C1(CC1)C1CN(C1)CC=1NC2=CC(=CC=C2C1)CNC(=O)C=1N=C2N(C(C1)=O)C=CC=C2 N-({2-[(3-cyclopropyl-azetidin-1-yl)methyl]-1H-indol-6-yl}methyl)-4-oxo-4H-pyrido[1,2-a]pyrimidine-2-carboxamide